BrC=1C(N(C(=CC1OCC1=NC(=CC(=C1)C)F)C)C1=CC(=NC=C1C)C1=NC(=NC=C1)C(C)(C)O)=O (P)-3-bromo-4-((6-fluoro-4-methylpyridin-2-yl)methoxy)-2'-(2-(2-hydroxypropan-2-yl)pyrimidin-4-yl)-5',6-dimethyl-2H-[1,4'-bipyridin]-2-one